C(CCCCCCCCCC=CCC=CCCCCCCCC)(=O)O Tricosa-11,14-dienoic acid